[Cl-].[Cl-].C1(=CC=CC=C1)C(=[Zr+2](C1=C(C=CC=2C3=CC=C(C=C3CC12)C(C)(C)C)C(C)(C)C)C1C=CC=C1)C1=CC=C(C=C1)Cl phenyl(p-chlorophenyl)methylene(cyclopentadienyl)(2,7-di-tert-butylfluorenyl)zirconium dichloride